C(CCCCCC)C(C(C(=O)[O-])(CCCCCCC)CCCCCCC)CCC(=O)[O-] Triheptyladipate